8-chloro-6-[(7-cyclopropylpyrido[4,3-d]pyrimidin-4-yl)amino]-3,3-dimethyl-2H-imidazo[1,5-a]pyridine-1,5-dione ClC1=C2N(C(C(=C1)NC=1C3=C(N=CN1)C=C(N=C3)C3CC3)=O)C(NC2=O)(C)C